C(C1=CC=CC=C1)N1C2=C(C=CC=C2C=2C3(NC4=CC=CC=C4C21)C(N(C2=CC=CC=C23)CC2=CC=C(C=C2)C)=O)Cl (+)-11'-Benzyl-10'-chloro-1-(4-methylbenzyl)-5',11'-dihydrospiro[indoline-3,6'-indolo[3,2-c]quinolin]-2-one